2-chloro-5,6,7,8-tetrahydroquinolin-8-yl acetate C(C)(=O)OC1CCCC=2C=CC(=NC12)Cl